ClC1=NC2=CC=C(C=C2C(=C1C(=O)N[C@@H](C)C1=CC(=C(C=C1)F)OC)N1CC2(CCCN2)CC1)OC 2-chloro-N-((S)-1-(4-fluoro-3-methoxyphenyl)ethyl)-6-methoxy-4-(1,7-diazaspiro[4.4]nonan-7-yl)quinoline-3-carboxamide